FC1(CN(C1)C1=CC(=C(C=C1)F)N1N=C2N=CC(=CC2=C1)C1=NC=CC=C1)F 3,3-difluoro-N-{4-fluoro-3-[5-(pyridin-2-yl)-2H-pyrazolo[3,4-b]pyridin-2-yl]phenyl}azetidine